(S)-N,N-dimethyl-3-((R)-3-(naphthalene-1-oxy)-1-phenylpropoxy)-1-phenylpropan-1-amine CN([C@@H](CCO[C@H](CCOC1=CC=CC2=CC=CC=C12)C1=CC=CC=C1)C1=CC=CC=C1)C